C1(CCCC1)C1(C2=C(N=C(N1)NC1=CC=C(C=C1)N1CCN(CC1)C)SC=C2C)N 4-Cyclopentyl-5-methyl-N2-(4-(4-methylpiperazin-1-yl)phenyl)thieno[2,3-d]pyrimidine-2,4-diamine